C(C)(=O)[O-].[Sr+2].C(C)(=O)[O-] strontium acetate salt